ClC1=CC(=C(C=C1)N1CCC2(C=3C=CC(=NC3CN(C2)C[C@@H]2N(CCC2)C(=O)OC(C)(C)C)C2=C(C=CC=C2)OCC)CC1)C#N tert-butyl (R)-2-((1-(4-chloro-2-cyanophenyl)-2'-(2-ethoxyphenyl)-6'H-spiro[piperidine-4,5'-[1,7]naphthyridin]-7'(8'H)-yl)methyl)pyrrolidine-1-carboxylate